N-[3-[[[2-iodo-4-[1,2,2,2-tetrafluoro-1-(trifluoromethyl)ethyl]-6-(trifluoro-methyl)phenyl]amino]carbonyl]phenyl]-N-methyl-benzamide IC1=C(C(=CC(=C1)C(C(F)(F)F)(C(F)(F)F)F)C(F)(F)F)NC(=O)C=1C=C(C=CC1)N(C(C1=CC=CC=C1)=O)C